NC=1C(=C(C(=C(C1)[2H])O)[2H])Cl 4-amino-3-chlorophenol-2,6-d